C(=O)([O-])C(O)C(O)C(=O)[O-].[NH4+].[NH4+] Diammonium tartrat